methyl 4-chloro-1-(2-trimethylsilylethoxymethyl)pyrrolo[2,3-b]pyridine-5-carboxylate ClC1=C2C(=NC=C1C(=O)OC)N(C=C2)COCC[Si](C)(C)C